terthexylperoxy isopropyl carbonate C(OOOC(C)(C)CCC)(OC(C)C)=O